N=1NC(C=CC1)=O 2,3-dihydropyridazin-3-one